[Rh](Br)(Br)Br.C(CCCCC)=N hexaanimine rhodium bromide